[C@@H]1([C@@H]([C@H]([C@@H]([C@H]([C@@H]1O)O)O)[NH+]=C(N)N)O)[NH3+] The molecule is dication of 1D-3-amino-1-guanidino-1,3-dideoxy-scyllo-inositol arising from protonation of the amino and guanidino groups; major species at pH 7.3. It is a guanidinium ion and an organic cation. It is a conjugate acid of a 1D-3-amino-1-guanidino-1,3-dideoxy-scyllo-inositol.